BrC1=CC(=C(OCC=2C=C(OC3CCN(CC3)C3=NC4=C(N3CC3=CN=CN3C(C)C)C=C(C=C4)C(=O)[O-])C=CC2)C=C1)F (4-(3-((4-bromo-2-fluorophenoxy)methyl)phenoxy)piperidin-1-yl)-1-((1-isopropyl-1H-imidazol-5-yl)methyl)-1H-benzo[d]imidazole-6-carboxylate